CN1N=CC(=C1)C=1N=C(C=2N(C1)N=CC2)C2CCN(CCC2)C(C=C)=O 1-[4-[6-(1-methylpyrazol-4-yl)pyrazolo[1,5-a]pyrazin-4-yl]azepan-1-yl]prop-2-en-1-one